C(C)(C)(C)OC(=O)N=S(=O)(C)C=1C=CC2=C(C=C(O2)C(=O)O)C1 5-(N-(tert-butoxycarbonyl)-S-methylsulfonimidoyl)benzofuran-2-carboxylic Acid